ClC1=NC=CC(=C1C1(C[C@H](N(CC1)C(=O)OC(C)(C)C)C)O)C tert-butyl (2R)-4-(2-chloro-4-methylpyridin-3-yl)-4-hydroxy-2-methylpiperidine-1-carboxylate